6-(4-(2,2,2-trifluoroethyl)piperazin-1-yl)pyridin-3-amine FC(CN1CCN(CC1)C1=CC=C(C=N1)N)(F)F